3-Amino-8-chloro-4-(7-fluoro-1H-indazol-4-yl)-7-methyl-6-vinyl-1H-1,5-naphthyridin-2-one NC=1C(NC2=C(C(=C(N=C2C1C1=C2C=NNC2=C(C=C1)F)C=C)C)Cl)=O